1-[4-(5-{[(1S,2S,3R)-2-fluoro-9-azabicyclo[3.3.1]nonan-3-yl](methyl)amino}pyrazin-2-yl)-3-hydroxyphenyl]-1H-imidazole-4-carbonitrile F[C@H]1[C@@H]2CCCC(C[C@H]1N(C=1N=CC(=NC1)C1=C(C=C(C=C1)N1C=NC(=C1)C#N)O)C)N2